C(C)(C)(C)OC(=O)N1CCC(CC1)C=1N=C2N(C=C(C=C2F)B(O)O)C1 [2-(1-tert-butoxycarbonyl-4-piperidyl)-8-fluoro-imidazo[1,2-a]pyridin-6-yl]boronic acid